FC1([C@@H]([C@H](CCC1)N(C1CCN(CC1)C(C)C)C)N)F (1S,2R)-3,3-difluoro-N1-methyl-N-[1-(propan-2-yl)piperidin-4-yl]cyclohexan-1,2-diamine